N=1C=NN2C1C=NCC2 5,6-dihydro-[1,2,4]triazolo[1,5-a]pyrazine